2-[1-(2-cyanophenyl)-1-[1-(2-methoxyethyl)pyrazol-4-yl]propan-2-yl]-5-methoxy-1-methyl-N-(1,2-oxazol-4-yl)-6-oxopyrimidine-4-carboxamide C(#N)C1=C(C=CC=C1)C(C(C)C=1N(C(C(=C(N1)C(=O)NC=1C=NOC1)OC)=O)C)C=1C=NN(C1)CCOC